tert-butyl N-({[(tert-butoxy)carbonyl]amino}({[(3S)-3-{[(tert-butoxy)carbonyl]amino}-3-{[(1S,2S)-2-methyl-1-(methylcarbamoyl)butyl]carbamoyl}propoxy]imino})methyl)carbamate C(C)(C)(C)OC(=O)NC(NC(OC(C)(C)C)=O)=NOCC[C@@H](C(N[C@@H]([C@H](CC)C)C(NC)=O)=O)NC(=O)OC(C)(C)C